methyl-3,7,9,9-tetramethyl-2-decene-5-one CCC=C(CC(CC(CC(C)(C)C)C)=O)C